2-[3-(4-Chloro-3-fluorophenyl)-1-ethyl-1H-1,2,4-triazol-5-yl]-N-[(1R,3S)-3-hydroxy-2,3-dihydro-1H-inden-1-yl]acetamid ClC1=C(C=C(C=C1)C1=NN(C(=N1)CC(=O)N[C@@H]1C[C@@H](C2=CC=CC=C12)O)CC)F